[6-(3-cyclopropyl-1,2,4-triazol-1-yl)-2-azaspiro[3.3]heptan-2-yl]-[6-[[3-(trifluoromethyl)-1,2,4-thiadiazol-5-yl]methyl]-2-azaspiro[3.3]heptan-2-yl]methanone C1(CC1)C1=NN(C=N1)C1CC2(CN(C2)C(=O)N2CC3(C2)CC(C3)CC3=NC(=NS3)C(F)(F)F)C1